C(C)(C)(C)N1N=CC=2C1=NC(=NC2NC=2N=CN(C2)C2=CC(=C(C(=C2)OC)OC)OC)C(C)C 1-(tertbutyl)-6-isopropyl-N-(1-(3,4,5-trimethoxyphenyl)-1H-imidazol-4-yl)-1H-pyrazolo[3,4-d]pyrimidin-4-amine